CCCCCCCCCCCCCCCCCCCCCC(=O)N[C@@H](COP(=O)([O-])[O-])[C@@H](/C=C/CCCCCCCCCCCCC)O The molecule is a ceramide 1-phosphate(2-) in which the ceramide N-acyl group is specified as docosanoyl. It is a conjugate base of a N-docosanoylsphingosine-1-phosphate.